C(C)(C)(C)OC(=O)N1CCN(CC1)C1=C(C=C(C=C1C=1C=NNC1)N)F 4-(4-Amino-2-fluoro-6-(1H-pyrazol-4-yl)phenyl)piperazine-1-carboxylic acid tert-butyl ester